C(C)(=O)N1CCC(CC1)N1CC(C1)N1N=C(C(=C1)NC(=O)C1=NC(=CC=C1)C=1C=NN(C1)C1(CCC1)C#N)C(F)F N-(1-(1-(1-acetylpiperidin-4-yl)azetidin-3-yl)-3-(difluoromethyl)-1H-pyrazol-4-yl)-6-(1-(1-cyanocyclobutyl)-1H-pyrazol-4-yl)-2-pyridineamide